5-(4-isopropylphenyl)-3-cyano-isoxazoline N-oxide C(C)(C)C1=CC=C(C=C1)C1CC(=[N+](O1)[O-])C#N